6-(3-ethoxy-3-methylazetidin-1-yl)quinoline-4-carboxylic acid C(C)OC1(CN(C1)C=1C=C2C(=CC=NC2=CC1)C(=O)O)C